C1(CC1)C=1C=2N(C=CC1)N=C(C2)[C@H]2N(CCC1=C2N=CN1)C(=O)C=1OC(=NN1)C=1C=NN(C1)C (S)-(4-(4-cyclopropylpyrazolo[1,5-a]pyridin-2-yl)-1,4,6,7-tetrahydro-5H-imidazo[4,5-c]pyridin-5-yl)(5-(1-methyl-1H-pyrazol-4-yl)-1,3,4-oxadiazol-2-yl)methanone